The molecule is a dicarboxylic acid that is malonic acid in which both methylene hydrogens have been replaced by methyl groups. It has a role as a fatty acid synthesis inhibitor. CC(C)(C(=O)O)C(=O)O